6-Bromo-7-[[(3R,5R)-5-(3-methoxyphenyl)-1-methyl-3-piperidyl]amino]thiazolo[3,2-a]pyrimidin-5-one BrC1=C(N=C2N(C1=O)C=CS2)N[C@H]2CN(C[C@H](C2)C2=CC(=CC=C2)OC)C